C1(=CC=CC=C1)S(=O)(=O)N1C(=C(C2=CC(=CC=C12)Br)CBr)CBr 1-(phenylsulfonyl)-5-bromo-2,3-bis(bromomethyl)-1H-indole